N-(3-(5-ethynyl-2-((2-methoxyphenyl)amino)-7-oxopyrido[2,3-d]pyrimidin-8(7H)-yl)phenyl)cyclopropanesulfonamide C(#C)C1=CC(N(C=2N=C(N=CC21)NC2=C(C=CC=C2)OC)C=2C=C(C=CC2)NS(=O)(=O)C2CC2)=O